C(#C)C=1C=C2C=NN(C2=C(C1)F)C(=O)OC(C)(C)C tert-Butyl 5-ethynyl-7-fluoro-1H-indazole-1-carboxylate